ketocyclohexenol O=C1C=C(CCC1)O